CCCCC[C@H](C)OC(=O)/C=C/C1=CC(=C(C=C1)O)O The molecule is an alkyl caffeate ester obtained by the formal condensation of trans-caffeic acid with heptan-2-ol. It has been isolated from the leaves of Piper sanguineispicum. It has a role as a plant metabolite.